ClC=1N=C(N2C1C(=CC(=C2)S(=O)(=O)NC2(CC2)C)N2CC1(CCOC1)CC2)C=2SC(=NN2)C(F)F 1-chloro-3-(5-(difluoromethyl)-1,3,4-thiadiazol-2-yl)-N-(1-methylcyclopropyl)-8-(2-oxa-7-azaspiro[4.4]nonan-7-yl)imidazo[1,5-a]pyridine-6-sulfonamide